CN(C)CNC(C=C)=O N-(dimethylaminomethyl)acrylamide